NC1=NC=CC=C1C1=NC=2C(=NC(=CC2)C2=CC=CC=C2)N1C1=CC=C(C=C1)CN1CCC(CC1)C(C(=O)OC)(C)C methyl 2-[1-[[4-[2-(2-amino-3-pyridyl)-5-phenyl-imidazo[4,5-b]pyridin-3-yl]phenyl]methyl]-4-piperidyl]-2-methyl-propanoate